1-((5-chloropyrazin-2-yl)methyl)-4-cyclopentylpiperazine-2,3-dione ClC=1N=CC(=NC1)CN1C(C(N(CC1)C1CCCC1)=O)=O